4-(3,8-diazabicyclo[3.2.1]-octan-3-yl)-8-fluoro-2-(((2R,7aS)-2-fluorotetra-hydro-1H-pyrrolizin-7a(5H)-yl)methoxy)-7-(1H-indazol-4-yl)quinazoline C12CN(CC(CC1)N2)C2=NC(=NC1=C(C(=CC=C21)C2=C1C=NNC1=CC=C2)F)OC[C@]21CCCN1C[C@@H](C2)F